CC1=CC=C(C=C1)C1=CN=C(O1)C1=CC=C(C(=O)OCC)C=C1 Ethyl 4-[5-(4-methylphenyl)-1,3-oxazol-2-yl]benzoate